FC1(C(C1)N1N=C(C(=C1)B1OC(C(O1)(C)C)(C)C)C)F 1-(2,2-difluorocyclopropyl)-3-methyl-4-(4,4,5,5-tetramethyl-1,3,2-dioxaborolan-2-yl)pyrazole